(R)-N-(4-(((2-(2-(hydroxymethyl)pyrrolidin-1-yl)-8-isopropylpyrazolo[1,5-a][1,3,5]triazin-4-yl)amino)methyl)phenyl)propanamide OC[C@@H]1N(CCC1)C1=NC=2N(C(=N1)NCC1=CC=C(C=C1)NC(CC)=O)N=CC2C(C)C